methyl ethyl carbonate bromide [Br-].C(OC)(OCC)=O